Cl.C(C1=CC=CC=C1)S(=O)(=O)N1C[C@@H]([C@@](CC1)(O)C1=CC(=CC=C1)O)CN(C)C (3S,4R)-1-(benzylsulfonyl)-3-((dimethylamino)methyl)-4-(3-hydroxyphenyl)piperidin-4-ol hydrochloride